tert-butyl ((R)-1-(4-((R)-2-(2-aminothiazol-4-yl)pyrrolidin-1-yl)phenyl)ethyl)carbamate NC=1SC=C(N1)[C@@H]1N(CCC1)C1=CC=C(C=C1)[C@@H](C)NC(OC(C)(C)C)=O